1-(pyridazin-4-yl)ethan-1-one N1=NC=C(C=C1)C(C)=O